C1(CCC1)N1C(NC(=CC1=O)N[C@H]1CCCC2=CC=CC=C12)=O (S)-3-cyclobutyl-6-((1,2,3,4-tetrahydro-1-naphthyl)amino)pyrimidine-2,4(1H,3H)-dione